C1(CCCCC1)\C=N\NC(=O)C1=NC(=CN=C1)C1=CC=C(C=C1)OCC (E)-N'-(cyclohexylmethylene)-6-(4-ethoxyphenyl)pyrazine-2-carbohydrazide